(3S)-N-cyclobutyl-3-({1-cyclopentyl-5-[2-(trifluoromethyl)phenyl]-1H-pyrazol-3-yl}formamido)-5-{2-oxa-6-azaspiro[3.3]heptan-6-yl}pentanamide C1(CCC1)NC(C[C@H](CCN1CC2(COC2)C1)NC(=O)C1=NN(C(=C1)C1=C(C=CC=C1)C(F)(F)F)C1CCCC1)=O